N-(1-((2S,3R,4R,5R)-3-fluoro-4-hydroxy-5-(hydroxymethyl)tetrahydrofuran-2-yl)-2-oxo-1,2-dihydropyrimidin-4-yl)pyrimidine-4-carboxamide F[C@H]1[C@H](O[C@@H]([C@H]1O)CO)N1C(N=C(C=C1)NC(=O)C1=NC=NC=C1)=O